(R)-N-(1-(3-amino-5-(trifluoromethyl)phenyl)ethyl)-6-(4-(methoxymethyl)piperidin-1-yl)-2-methyl-8,9-dihydro-7H-cyclopenta[h]quinazolin-4-amine NC=1C=C(C=C(C1)C(F)(F)F)[C@@H](C)NC1=NC(=NC2=C3C(=C(C=C12)N1CCC(CC1)COC)CCC3)C